8-(4-(tert-Butyl)phenyl)imidazo[1,2-a]pyrazine-6-carboxylic acid C(C)(C)(C)C1=CC=C(C=C1)C=1C=2N(C=C(N1)C(=O)O)C=CN2